BrC1=C2C[C@@](N(C2=CC(=C1Cl)F)C(=O)OC(C)(C)C)(C(=O)OC)C1=CC=CC=C1 1-(tert-butyl) 2-methyl (S)-4-bromo-5-chloro-6-fluoro-2-phenylindoline-1,2-dicarboxylate